COC(C(N1N=CC=C1)C1=CC(=CC=C1)Br)=O 3-bromo-2-phenyl-2-(1H-pyrazol-1-yl)acetic acid methyl ester